FC=1C=C(C=CC1)[C@H]1[C@@H](CN(C1)CCOC)C(=O)O (trans)-4-(3-fluorophenyl)-1-(2-methoxyethyl)pyrrolidine-3-carboxylic acid